(1R,3S)-1-((2'-(benzyloxy)-3',6-difluoro-[1,1'-biphenyl]-3-yl)methyl)-3-(ethylsulfonamido)cyclopentane-1-carboxamide C(C1=CC=CC=C1)OC1=C(C=CC=C1F)C1=CC(=CC=C1F)C[C@]1(C[C@H](CC1)NS(=O)(=O)CC)C(=O)N